1-(tert-butyl)-N-((3-(7-(((3S,4R)-3-fluoro-1-methylpiperidin-4-yl)amino)-3-(2,2,2-trifluoroethyl)-2H-indazol-2-yl)-1,2,4-oxadiazol-5-yl)methyl)-1H-pyrazole-4-carboxamide C(C)(C)(C)N1N=CC(=C1)C(=O)NCC1=NC(=NO1)N1N=C2C(=CC=CC2=C1CC(F)(F)F)N[C@H]1[C@H](CN(CC1)C)F